O(CCOCCCNC(C=C)=O)CCOCCCNC(C=C)=O N,N'-(oxybis(2,1-ethanediyloxy-3,1-propanediyl))bisacrylamide